2-{3-[(4-methane-sulfonyl-2-methoxy-phenyl)amino]prop-1-yn-1-yl}-N-[(1R,4R)-4-{2-oxa-6-azaspiro[3.3]heptan-6-yl}cyclohexyl]-1-(2,2,2-trifluoro-ethyl)-1H-indol-4-amine CS(=O)(=O)C1=CC(=C(C=C1)NCC#CC=1N(C=2C=CC=C(C2C1)NC1CCC(CC1)N1CC2(COC2)C1)CC(F)(F)F)OC